5-(methacryloyloxy)-2-nitrobenzyl methacrylat C(C(=C)C)(=O)OCC1=C(C=CC(=C1)OC(C(=C)C)=O)[N+](=O)[O-]